2-docosanoyl-glycero-3-phosphocholine C(CCCCCCCCCCCCCCCCCCCCC)(=O)OC(CO)COP(=O)([O-])OCC[N+](C)(C)C